9-(4-((1-(3-fluoropropyl)azetidin-3-ylidene)methyl)phenyl)-8-((trans)-2-phenylcyclopropyl)-6,7-dihydro-5H-benzo[7]annulene-3-carboxylic acid FCCCN1CC(C1)=CC1=CC=C(C=C1)C1=C(CCCC2=C1C=CC(=C2)C(=O)O)[C@H]2[C@@H](C2)C2=CC=CC=C2